[2H]OC(=O)C Acetic acid-D